1'-acetyl-1-(4-(tert-butyl)phenyl)-2'-oxo-2-phenyl-1,5-dihydrospiro[imidazole-4,3'-indoline]-5-carboxylic acid ethyl ester C(C)OC(=O)C1N(C(=NC12C(N(C1=CC=CC=C21)C(C)=O)=O)C2=CC=CC=C2)C2=CC=C(C=C2)C(C)(C)C